COCC=1C=C2C(=CNC2=C(C1)NC1CCOCC1)C1=CC=CC=C1 5-(methoxymethyl)-3-phenyl-N-tetrahydropyran-4-yl-1H-indol-7-amine